N-(5-(difluoromethoxy)-1H-pyrazol-3-yl)-3,5-dimethyl-6-((1-methylpiperidin-4-yl)oxy)pyrazin-2-amine FC(OC1=CC(=NN1)NC1=NC(=C(N=C1C)C)OC1CCN(CC1)C)F